4-((4-bromo-6-fluoro-1H-indol-5-yl)oxy)pyridine-2-carbothioamide BrC1=C2C=CNC2=CC(=C1OC1=CC(=NC=C1)C(N)=S)F